C[C@@H]1N(C[C@@H](NC1)C)C(C(C)C)=O 1-((2S,5S)-2,5-dimethylpiperazin-1-yl)-2-methylpropan-1-one